BrC1=NC=C(C(=C1F)C)Br 2,5-dibromo-3-fluoro-4-methyl-pyridine